tert-butyl (2-(2-aminoethoxy)ethyl)(2,2-dimethyl-4-oxo-3,8,11-trioxa-5-azatridecan-13-yl)carbamate NCCOCCN(C(OC(C)(C)C)=O)CCOCCOCCNC(OC(C)(C)C)=O